FC=1C(=C(C=C(C1)C(C)C)C(C(=O)O)N1C[C@@H](CC1)N(C(C)CCCCC1=NC=2NCCCC2C=C1)C)OC 2-(3-fluoro-5-isopropyl-2-methoxyphenyl)-2-((3R)-3-(methyl(6-(5,6,7,8-tetrahydro-1,8-naphthyridin-2-yl)hexan-2-yl)amino)pyrrolidin-1-yl)acetic acid